N-Phenylbenzophenone hydrazone C1(=CC=CC=C1)NN=C(C1=CC=CC=C1)C1=CC=CC=C1